6-((4-amino-2-fluorophenyl)thio)-5-fluoro-N,N-di-tert-butoxycarbonylpyrimidin-4-amine NC1=CC(=C(C=C1)SC1=C(C(=NC=N1)N(C(=O)OC(C)(C)C)C(=O)OC(C)(C)C)F)F